dibenzyl-anthrone C(C1=CC=CC=C1)C1(C=2C=CC=CC2C(C2=CC=CC=C12)=O)CC1=CC=CC=C1